indolyl-oxazolone tert-butyl-4-(((6-amino-5-(4-phenoxyphenyl)pyrimidin-4-yl)amino)methyl)-3,3-dimethylpiperidine-1-carboxylate C(C)(C)(C)OC(=O)N1CC(C(CC1)CNC1=NC=NC(=C1C1=CC=C(C=C1)OC1=CC=CC=C1)N)(C)C.N1C(=CC2=CC=CC=C12)C=1NC(OC1)=O